COC1=C(C=CC=C1C)C(C)(C)N 2-(2-methoxy-3-methylphenyl)propan-2-amine